C(\C=C(/C)\CCC=C(C)C)C(C(C)=O)C\C=C(/C)\CCC=C(C)C geranyl-geranylacetone